(1S,3'S,6'S)-6-chloro-3,4-dihydro-2H,15'H-spiro[naphthalene-1,22'-[20]oxa[7,13]dithia[1,14]diazatetracyclo[14.7.2.03,6.019,24]pentacosa[16,18,24]trien]-15'-one 13',13'-dioxide ClC=1C=C2CCC[C@]3(COC4=CC=C5C(NS(CCCCCS[C@H]6CC[C@H]6CN(C3)C4=C5)(=O)=O)=O)C2=CC1